CC=1C=C(C=C(C1)C=1C=C2C(=NNC2=CC1)C)NC(C=C)=O N-[3-methyl-5-(3-methyl-1H-indazol-5-yl)phenyl]prop-2-enamide